[2-(propylsulfonyloxyimino)-2,3-dihydrothiophen-3-ylidene]-2-(2-methylphenyl)acetonitrile C(CC)S(=O)(=O)ON=C1SC=CC1=C(C#N)C1=C(C=CC=C1)C